1-(azetine-3-yl)-6-iodo-1H-benzo[d]imidazole N1=CC(C1)N1C=NC2=C1C=C(C=C2)I